BrC=1C(=CC=2C3=C(C(=NC2C1F)OC)N=CN3C3CN(CC3)C(=O)OC(C)(C)C)Cl tert-butyl 3-(7-bromo-8-chloro-6-fluoro-4-methoxy-1H-imidazo[4,5-c]quinolin-1-yl)pyrrolidine-1-carboxylate